S1C2=C(C=C1C=1C=C(C=CC1)B(O)O)SC=C2 (3-(thieno[3,2-b]thiophen-2-yl)phenyl)boronic acid